(1S)-2-[4,6-bis(trifluoromethyl)-1,3,5-triazin-2-yl]-6-chloro-1-(cyclopentylmethyl)-2,3,4,9-tetrahydro-1H-pyrido[3,4-b]indole FC(C1=NC(=NC(=N1)C(F)(F)F)N1[C@H](C=2NC3=CC=C(C=C3C2CC1)Cl)CC1CCCC1)(F)F